N-(tert-butyl)-1-(4-methoxyphenyl)-3-(trifluoromethyl)-1H-1,2,4-triazol-5-amine C(C)(C)(C)NC1=NC(=NN1C1=CC=C(C=C1)OC)C(F)(F)F